FC(=C(F)F)OC1=CC=C(C=C1)C=CC(=O)C1=CC=C(C=C1)CC(=O)O 2-[4-[3-[4-(1,2,2-Trifluoroethenoxy)phenyl]prop-2-enoyl]phenyl]acetic acid